ClC1=C2C(=CC(=CC2=CC=C1F)OS(=O)(=O)C1=CC=C(C=C1)C)N1CC=2N=C(N=C(C2CC1)OS(=O)(=O)C1=CC=C(C)C=C1)OC[C@]12CCCN2C[C@@H](C1)F 5-chloro-6-fluoro-4-(2-(((2R,7aS)-2-fluorohexahydro-1H-pyrrolizin-7a-yl)methoxy)-4-(tosyloxy)-5,6-dihydropyrido[3,4-d]pyrimidin-7(8H)-yl)naphthalen-2-yl-4-methylbenzenesulfonate